ClC1=C(C=CC=C1OCCN1CCN(CC1)C)C1=NOC(=C1C1=NC=CC=N1)C=1C=NN(C1C(F)(F)F)CCC(C)(O)C 4-[4-(3-{2-chloro-3-[2-(4-methylpiperazin-1-yl)ethoxy]phenyl}-4-(pyrimidin-2-yl)-1,2-oxazol-5-yl)-5-(trifluoromethyl)-1H-pyrazol-1-yl]-2-methylbutan-2-ol